C[Si]([N-][Si](C)(C)C)(C)C.C[Si]([N-][Si](C)(C)C)(C)C.[Mg+2] Magnesium bis-(hexamethyldisilazide)